N1(C=NC=C1)CC1(CC1)C(=O)NC=1N=CC2=CC(=C(C=C2C1)C1CCN(CC1)[C@]1(COC[C@H]1O)C)Cl 1-((1H-imidazol-1-yl)methyl)-N-(7-chloro-6-(1-((3S,4S)-4-hydroxy-3-methyltetrahydrofuran-3-yl)piperidin-4-yl)isoquinolin-3-yl)cyclopropane-1-carboxamide